ClC1=CC=C(C=C1)[C@H]1N=C(N[C@H]1C1=CC=C(C=C1)Cl)C1=C(C=C(C=C1)OC)OC(C)C (4R,5S)-4,5-Bis(4-chlorophenyl)-2-(2-isopropoxy-4-methoxyphenyl)-4,5-dihydro-1H-imidazole